COC(C1=C(C(=CC(=C1)C1=CN=C(N1)CCOC)C1CCC1)C)=O cyclobutyl-5-(2-(2-methoxyethyl)-1H-imidazol-5-yl)-2-methylbenzoic acid methyl ester